C(C)(=O)C1=CC(=CC=2N(C(=NC21)CN2CC1CC1(CC2)C2=NC(=CC=C2)OCC2=C(C=C(C=C2)C#N)OC)C[C@H]2OCC2)C(=O)O 4-acetyl-2-((6-(6-((4-cyano-2-methoxybenzyl)oxy)pyridin-2-yl)-3-azabicyclo[4.1.0]heptan-3-yl)methyl)-1-(((S)-oxetan-2-yl)methyl)-1H-benzo[d]imidazole-6-carboxylic acid